N-(2-(3,3-difluoropyrrolidin-1-yl)-4-(2-fluoro-phenyl)pyridin-3-yl)-2-(dimethylamino)pyrimidine-5-carboxamide FC1(CN(CC1)C1=NC=CC(=C1NC(=O)C=1C=NC(=NC1)N(C)C)C1=C(C=CC=C1)F)F